4-hydroxy-2-methyl-pyrimidine-5-carboxylate OC1=NC(=NC=C1C(=O)[O-])C